NC1=NC=NN2C1=NC=C2C=2C=NN(C2)C=2C=C(C=CC2C)NC(=O)N2CC(CC2)OC(F)(F)F N-(3-(4-(4-Aminoimidazo[2,1-f][1,2,4]triazin-7-yl)-1H-pyrazol-1-yl)-4-Methylphenyl)-3-(trifluoromethoxy)pyrrolidine-1-carboxamide